NC1=C(C=C(C=C1)CC)O 2-AmIno-5-ethyl-phenol